tert-Butyl 2,5-dimethyl-4-(1-piperidyl)piperidine-1-carboxylate CC1N(CC(C(C1)N1CCCCC1)C)C(=O)OC(C)(C)C